ClC1=CC=C(C=C1)C=1C=CC2=C(C3=C(O2)C=CC=C3C3=NC(=NC(=N3)C3=CC=CC=C3)C3=CC=CC=C3)C1 2-[8-(4-Chlorophenyl)-dibenzofuran-1-yl]-4,6-diphenyl-[1,3,5]triazine